2-(m-tolyl)-1,3,2-dioxaborinane C1(=CC(=CC=C1)B1OCCCO1)C